(4-amino-1,3-dihydrofuro[3,4-c]quinolin-8-yl)((3R,5S)-3-methyl-5-(5-(trifluoromethoxy)-2-pyridinyl)-4-morpholinyl)methanone NC1=NC=2C=CC(=CC2C2=C1COC2)C(=O)N2[C@@H](COC[C@@H]2C2=NC=C(C=C2)OC(F)(F)F)C